2-(6-methylpyridin-3-yl)-5-nitrobenzonitrile CC1=CC=C(C=N1)C1=C(C#N)C=C(C=C1)[N+](=O)[O-]